ClC1=NC=C(C(=N1)N1CCN(CC1)C1=C(C=C(C=N1)N1C(O[C@H](C1)CNC(C)=O)=O)F)Cl (S)-N-((3-(6-(4-(2,5-dichloropyrimidin-4-yl)piperazin-1-yl)-5-fluoropyridin-3-yl)-2-oxazolidinone-5-yl)methyl)acetamide